CC(C)(C=1C=NC=CC1)NC(=O)C=1C=2C[C@@H]3[C@H](C2N(N1)C1=C(C=C(C=C1)F)F)C3 (1aR,5aR)-2-(2,4-Difluoro-phenyl)-1a,2,5,5a-tetrahydro-1H-2,3-diaza-cyclopropa[a]pentalene-4-carboxylic acid (1-methyl-1-pyridin-3-yl-ethyl)-amide